5-(6-methyl-5-(2-azaspiro[3.3]heptan-2-yl)pyridazin-3-yl)pyrimidine-2,4(1H,3H)-dione CC1=C(C=C(N=N1)C=1C(NC(NC1)=O)=O)N1CC2(C1)CCC2